3-(2-fluoro-4-(trifluoromethyl)phenoxy)cyclobutanol FC1=C(OC2CC(C2)O)C=CC(=C1)C(F)(F)F